CCC(CCCCCCCCC)SC(C(=O)[O-])C (3-dodecylmercapto)propionate